4-phenyl-2-(tetrahydrofuran-2-yl)pyridin-3-amine C1(=CC=CC=C1)C1=C(C(=NC=C1)C1OCCC1)N